C(C)(=O)N1C(/C(/NC(C1)=O)=C/C=1N=CN(C1C)CC)=O (Z)-1-acetyl-3-((1-ethyl-5-methyl-1H-imidazol-4-yl)methylene)piperazine-2,5-dione